2-(2-aminopyrimidin-5-yl)-7-methyl-4-morpholinopyrrolo[2,1-f][1,2,4]triazine-6-carboxamide NC1=NC=C(C=N1)C1=NN2C(C(=N1)N1CCOCC1)=CC(=C2C)C(=O)N